trans-(1r,4r)-4-((5-chloro-4-(3-(6-oxo-1,6-dihydropyridin-2-yl)phenyl)pyrimidin-2-yl)amino)-N-methylcyclohexane-1-carboxamide ClC=1C(=NC(=NC1)N[C@@H]1CC[C@H](CC1)C(=O)NC)C1=CC(=CC=C1)C=1NC(C=CC1)=O